di(tertbutyl)tricarbonate C(C)(C)(C)OC(=O)OC(=O)OC(=O)OC(C)(C)C